tert-butyl N-methyl-N-[[5-[2-[4-(trifluoromethyl)anilino]-3-pyridyl]-1,3,4-oxadiazol-2-yl]methyl]carbamate CN(C(OC(C)(C)C)=O)CC=1OC(=NN1)C=1C(=NC=CC1)NC1=CC=C(C=C1)C(F)(F)F